C1(=CC(=CC=C1)S(=O)(=O)N1CCOCC1)C 4-(m-tolylsulfonyl)morpholin